N-((1R,4R)-4-(((2-((1-isopropyl-1H-pyrazol-4-yl)amino)pyrimidin-4-yl)oxy)methyl)cyclohexyl)acetamide C(C)(C)N1N=CC(=C1)NC1=NC=CC(=N1)OCC1CCC(CC1)NC(C)=O